1-bromo-2-fluoro-4-(4-propylcyclohexen-1-yl)benzene BrC1=C(C=C(C=C1)C1=CCC(CC1)CCC)F